4-Ferrocenyl-Aniline [C-]1(C=CC=C1)C1=CC=C(N)C=C1.[CH-]1C=CC=C1.[Fe+2]